N-(4-bromo-2,5-difluorophenyl)-5-(6-chloropyridin-2-yl)-1H-pyrrole-3-sulfonamide BrC1=CC(=C(C=C1F)NS(=O)(=O)C1=CNC(=C1)C1=NC(=CC=C1)Cl)F